(9H-fluoren-9-yl)methylcarbamate C1=CC=CC=2C3=CC=CC=C3C(C12)CNC([O-])=O